O=C1N(C(CC1)=O)OC(CCCCCCCCCCCCCCCCCCCCCCC(=O)O)=O 24-((2,5-dioxopyrrolidin-1-yl)oxy)-24-oxotetracosanoic acid